C(C)(C)(C)C1=C(C=CC=C1)C1=CC=C(C=C1)[SH2+] 4-(t-butylphenyl)phenylsulfonium